C12C(C3CC(CC(C1)C3)C2)C#CCN 3-((1r,3r,5r,7r)-adamantan-2-yl)prop-2-yn-1-amine